tert-butyl 7-{[2-(4-isopropylphenyl) imidazo[1,2-a]pyrimidin-3-yl] methyl}-3-oxo-7,9-diazabicyclo[3.3.1]nonane-9-carboxylate C(C)(C)C1=CC=C(C=C1)C=1N=C2N(C=CC=N2)C1CN1CC2CC(CC(C1)N2C(=O)OC(C)(C)C)=O